C(C)OC(=O)C1=NN2C(C(=NC=C2)NCC2=C(C=C(C=C2)OC)OC)=C1C1=CC(=CC=C1)C#N (3-cyanophenyl)-4-((2,4-dimethoxybenzyl)amino)pyrazolo[1,5-a]pyrazine-2-carboxylic acid ethyl ester